CCCCCCCCCCCCOC(=O)CCCCCCC/C=C\\CCCCCC The molecule is a wax ester obtained by the formal condensation of palmitoleic acid and lauryl (dodecyl) alcohol. It derives from a palmitoleic acid and a dodecan-1-ol.